C(CCCCCC(C)C)(=O)O i-nonanic acid